(2R,4R)-N-[2-[(4,4-difluorocyclohexyl)amino]-1-(4-methoxy-3-pyridyl)-2-oxo-ethyl]-4-hydroxy-4-methyl-N-[4-(pentafluoro-λ6-sulfanyl)phenyl]pyrrolidine-2-carboxamide FC1(CCC(CC1)NC(C(C=1C=NC=CC1OC)N(C(=O)[C@@H]1NC[C@](C1)(C)O)C1=CC=C(C=C1)S(F)(F)(F)(F)F)=O)F